C(C)(C)(C)OC1CC(C1)C(=O)O 3-T-Butoxycyclobutanecarboxylic acid